2-methyl-7-(4,4,5,5-tetramethyl-1,3,2-dioxaborolan-2-yl)quinazolin-4(3H)-one CC1=NC2=CC(=CC=C2C(N1)=O)B1OC(C(O1)(C)C)(C)C